8-Bromo-N2-(tetrahydro-2H-pyran-4-yl)-N4-(4-(thiophen-2-yl)benzyl)pyrazolo[1,5-a][1,3,5]triazine-2,4-diamine BrC=1C=NN2C1N=C(N=C2NCC2=CC=C(C=C2)C=2SC=CC2)NC2CCOCC2